CC1(OB(OC1(C)C)C=1C=C(OCP(OCC)(OCC)=O)C=CC1)C diethyl (3-(4,4,5,5-tetramethyl-1,3,2-dioxaborolan-2-yl)phenoxy)methylphosphonate